(1R,2S,3R,4R,Z)-7-(cyclopropylmethylene)-N-(4-fluoro-3-(trifluoromethyl)phenyl)-3-(4-((1-(hydroxymethyl)cyclopropoxy)methyl)-2-methoxybenzamido)bicyclo[2.2.1]heptane-2-carboxamide C1(CC1)\C=C/1\[C@H]2[C@@H]([C@@H]([C@@H]1CC2)NC(C2=C(C=C(C=C2)COC2(CC2)CO)OC)=O)C(=O)NC2=CC(=C(C=C2)F)C(F)(F)F